ClC=1C(=NC(=NC1)NC=1C=C(C2=C(COB2O)C1)C)NC1C(CCCC1)C#N 2-[[5-chloro-2-[(1-hydroxy-7-methyl-3H-2,1-benzoxaborole-5-yl)amino]pyrimidin-4-yl]amino]cyclohexanecarbonitrile